N,N'-dimethyl-imidazolone CN1C(N(C=C1)C)=O